C(C1=CC=CC=C1)=NC1=CC=C(N)C=C1 4-(benzylideneamino)aniline